ClC1=CC=2N(C(=N1)SC)C=C(N2)C 7-chloro-2-methyl-5-methylsulfanyl-imidazo[1,2-c]pyrimidine